1-(2-iodophenyl)-5-methyl-1H-indole IC1=C(C=CC=C1)N1C=CC2=CC(=CC=C12)C